4-chloro-2-(1,3-dioxolan-2-yl)benzaldehyde ClC1=CC(=C(C=O)C=C1)C1OCCO1